NC=1C(=C(C=C2C=C(N=CC12)NC(=O)[C@H]1[C@H]([C@@H]1C=1C=NN(C1)CCN1CCOCC1)C)C=1C=NC=CC1C)F (1S,2S,3S)-N-(8-amino-7-fluoro-6-(4-methylpyridin-3-yl)isoquinolin-3-yl)-2-methyl-3-(1-(2-morpholinoethyl)-1H-pyrazol-4-yl)cyclopropane-1-carboxamide